3-(1-(4-bromophenyl)-2-nitroethyl)-1-methyl-1H-indole BrC1=CC=C(C=C1)C(C[N+](=O)[O-])C1=CN(C2=CC=CC=C12)C